tert-butyl (S)-4-(7-(6-chloropyrimidin-4-yl)-5-cyclopropyl-7H-pyrrolo[2,3-d]pyrimidin-4-yl)-3-methylpiperazine-1-carboxylate ClC1=CC(=NC=N1)N1C=C(C2=C1N=CN=C2N2[C@H](CN(CC2)C(=O)OC(C)(C)C)C)C2CC2